4-((5-chloro-4-(3-(2-oxo-1,2-dihydropyridin-3-yl)phenyl)pyrimidin-2-yl)amino)-N-methylcyclohexane-1-carboxamide ClC=1C(=NC(=NC1)NC1CCC(CC1)C(=O)NC)C1=CC(=CC=C1)C=1C(NC=CC1)=O